3-[3-(prop-2-yn-1-yl)piperazin-1-yl]-N-[4-(trifluoromethyl)phenyl]pyrazin-2-amine C(C#C)C1CN(CCN1)C=1C(=NC=CN1)NC1=CC=C(C=C1)C(F)(F)F